benzyl 6-(piperazin-1-yl)pyridine-3-carboxylate 2,2,2-trifluoroacetate salt FC(C(=O)O)(F)F.N1(CCNCC1)C1=CC=C(C=N1)C(=O)OCC1=CC=CC=C1